C(#N)C1OC(CN(C1)C=1C(=NC(=C(N1)C(=O)O)N1CC(OC(C1)C#N)C#N)C(=O)O)C#N 3,6-bis(2,6-dicyano-morpholino)pyrazine-2,5-dicarboxylic acid